C1(CCCCC1)C1=NC2=C(C=CC=3CCN(CC23)C(=O)OC)N1C[C@H](C(=O)O)C1=C(C=C(C(=C1)F)C)OC (2R)-3-[2-cyclohexyl-8-(methoxycarbonyl)-3H,6H,7H,8H,9H-imidazo[4,5-h]isoquinolin-3-yl]-2-(5-fluoro-2-methoxy-4-methylphenyl)propanoic acid